CC(C)N(C(OC(C=1N(C(=C(N1)CSC)C)COCC[Si](C)(C)C)C1=CC(=C(C=C1)F)Cl)=O)C(C)C (3-chloro-4-fluorophenyl)({5-methyl-4-[(methylsulfanyl)methyl]-1-{[2-(trimethylsilyl)ethoxy]methyl}-1H-imidazol-2-yl})methyl N,N-bis(propan-2-yl)carbamate